1-[3-ethylsulfonyl-2-[1-(3,3,3-trifluoropropyl)pyrazolo[3,4-c]pyridin-5-yl]-indazol-6-yl]cyclopropanecarbonitrile C(C)S(=O)(=O)C=1N(N=C2C=C(C=CC12)C1(CC1)C#N)C=1C=C2C(=CN1)N(N=C2)CCC(F)(F)F